ClCC1=NN(N=C1I)C 4-(chloromethyl)-5-iodo-2-methyl-2H-1,2,3-triazole